N=1C=C(N2N=CC=CC21)C#CC2=C(C=CC=1C(=NOC12)NC1=CC(=CC=C1)C(F)(F)F)C1=CC=CC=C1 7-(imidazo[1,2-b]pyridazin-3-ylethynyl)-6-phenyl-N-(3-(trifluoromethyl)phenyl)benzo[d]isoxazol-3-amine